(2S)-N-{[4-(3,4-dichlorobenzyl)morpholin-2-yl]methyl}([1,3]thiazolo[5,4-b]pyridin-2-ylthio)acetamide ClC=1C=C(CN2C[C@@H](OCC2)CNC(CSC=2SC3=NC=CC=C3N2)=O)C=CC1Cl